tert-butyl 6-chloroimidazo[4,5-C]pyridine-1-carboxylate ClC1=CC2=C(C=N1)N=CN2C(=O)OC(C)(C)C